2-[3-(3-bromophenyl)-3-(4-methyl-1,2,4-triazol-3-yl)cyclobutylidene]acetonitrile BrC=1C=C(C=CC1)C1(CC(C1)=CC#N)C1=NN=CN1C